6-(((1S,2S,3R,5R)-2-fluoro-8-methyl-8-azabicyclo[3.2.1]octan-3-yl)(methyl)amino)pyridazin F[C@H]1[C@@H]2CC[C@H](C[C@H]1N(C1=CC=CN=N1)C)N2C